[P].P(O[C@@H]1[C@H](O[C@H]([C@@H]1F)N1C2=NC=NC(=C2N=C1)NC(C1=CC=CC=C1)=O)COC(C1=CC=CC=C1)(C1=CC=C(C=C1)OC)C1=CC=C(C=C1)OC)(O)=O (2R,3R,4R,5R)-5-(6-benzamido-9H-purin-9-yl)-2-((bis(4-methoxyphenyl)-(phenyl)methoxy)methyl)-4-fluorotetrahydrofuran-3-yl hydrogen phosphonate Phosphorus